1-(phenethylcarbamoyl)-3-methoxycarbonyl-beta-carboline C(CC1=CC=CC=C1)NC(=O)C1=NC(=CC=2C3=CC=CC=C3NC12)C(=O)OC